tris(2,4-di-tert-butylphenyl)phosphoric acid C(C)(C)(C)C1=C(C=CC(=C1)C(C)(C)C)OP(OC1=C(C=C(C=C1)C(C)(C)C)C(C)(C)C)(OC1=C(C=C(C=C1)C(C)(C)C)C(C)(C)C)=O